IC1=CC=C(C=C1)C1(CCCC1)C(=O)N1[C@H](CCC1)C(=O)NC1=C2C=NN(C2=CC=C1)C(=O)OC(C)(C)C tert-Butyl 4-[(1-{[1-(4-iodophenyl)cyclopentyl]carbonyl}-D-prolyl)amino]-1H-indazole-1-carboxylate